4-iodo-5-(trifluoromethoxy)pyridin-2-amine IC1=CC(=NC=C1OC(F)(F)F)N